(1R,5S,6s)-3-(3-amino-6-(2-hydroxyphenyl)pyridazin-4-yl)-3-azabicyclo[3.1.0]hexane NC=1N=NC(=CC1N1C[C@@H]2C[C@@H]2C1)C1=C(C=CC=C1)O